FC1(CCC(CC1)NC1=NC(=NC(=C1)COC)N1N=C(C=C1)C)F N-(4,4-difluorocyclohexyl)-6-(methoxymethyl)-2-(3-methyl-1H-pyrazol-1-yl)pyrimidin-4-amine